3-(8-((4-(Difluoromethoxy)phenyl)sulfonyl)-8-azabicyclo[3.2.1]octan-3-yl)-3-azabicyclo[3.1.1]heptane FC(OC1=CC=C(C=C1)S(=O)(=O)N1C2CC(CC1CC2)N2CC1CC(C2)C1)F